4,5-dichloro-2-methoxybenzaldehyde ClC1=CC(=C(C=O)C=C1Cl)OC